ClC1=C(C=CC(=C1)Cl)[C@@H](C)N |r| (R/S)-1-(2,4-dichlorophenyl)ethylamine